(R)-4-(2-(bis(methyl-d3)amino)-2-oxoethyl)-9-chloro-3-methyl-5-oxo-N-((S)-1-phenylethyl)-2,3,4,5-tetrahydrobenzofuro[2,3-f][1,4]oxazepine-3-carboxamide C([2H])([2H])([2H])N(C(CN1[C@](COC2=C(C1=O)OC1=C2C=C(C=C1)Cl)(C(=O)N[C@@H](C)C1=CC=CC=C1)C)=O)C([2H])([2H])[2H]